4-(1-ethoxyvinyl)-2-(methylthio)pyrimidine-5-carboxylic acid ethyl ester C(C)OC(=O)C=1C(=NC(=NC1)SC)C(=C)OCC